O=C1NC(CCC1C1=CC(=C(C=C1)C1CCN(CC1)C(=O)OC(C)(C)C)OS(=O)(=O)C)=O tert-butyl 4-[4-(2,6-dioxo-3-piperidyl)-2-methylsulfonyloxy-phenyl]piperidine-1-carboxylate